2-(((2-(4-(2-hydroxyethyl)piperazin-1-yl)ethyl)amino)methylene)-5-(6-(4-methylpiperazin-1-yl)pyridin-3-yl)cyclohexane OCCN1CCN(CC1)CCNC=C1CCC(CC1)C=1C=NC(=CC1)N1CCN(CC1)C